[Ir].CC=1C=C(C=CC1)C1=NC2=CC=CC(=C2C=C1)C.CC=1C=C(C=CC1)C1=NC2=CC=CC(=C2C=C1)C.CC=1C=C(C=CC1)C1=NC2=CC=CC(=C2C=C1)C tris(2-(3-methylphenyl)-5-methyl-quinoline) iridium